C(C)C1=C(C=CC(=C1)Br)CCOCC1=CC=CC=C1 ethyl-1-(2-(benzyloxy)ethyl)-4-bromobenzene